FC=1C=C(C=C(C1)F)C1=NO[C@](C1)(C(=O)N[C@H]1COC(=C1)C(NS(=O)(=O)C)=O)C=C (5S)-3-(3,5-difluorophenyl)-N-[(3R)-5-(methylsulfonylcarbamoyl)-2,3-dihydrofuran-3-yl]-5-vinyl-4H-isoxazole-5-carboxamid